Cl.C(ON)([2H])([2H])[2H] O-(methyl-d3)hydroxylamine hydrochloride